(3-pyridyl)-N-(6-silaspiro[5.5]undecan-3-yl)-1H-pyrrolo[2,3-b]pyridine-2-carboxamide N1=CC(=CC=C1)N1C(=CC=2C1=NC=CC2)C(=O)NC2CC[Si]1(CC2)CCCCC1